3-((6-(3-(tert-butoxy)-2-((1,3-dioxoisoindolin-2-yl)oxy)-3-oxopropoxy)imidazo[1,2-a]Pyridin-2-yl)methyl)azetidine-1-carboxylic acid tert-butyl ester C(C)(C)(C)OC(=O)N1CC(C1)CC=1N=C2N(C=C(C=C2)OCC(C(=O)OC(C)(C)C)ON2C(C3=CC=CC=C3C2=O)=O)C1